CC1=C(OC=2C3=C(N=CN2)COC3)C(=CC(=C1)C=CC#N)C 4-(2,6-dimethyl-4-cyanovinylphenoxy)5,7-dihydrofuro[3,4-D]pyrimidine